5-(5-(2-Chloro-4-hydroxyphenyl)-1H-indazol-1-yl)-2,3-difluorophenol ClC1=C(C=CC(=C1)O)C=1C=C2C=NN(C2=CC1)C=1C=C(C(=C(C1)O)F)F